N-Isopropyl-2-((4-oxo-3-phenethyl-3,4-dihydropteridin-2-yl)thio)acetamide C(C)(C)NC(CSC1=NC2=NC=CN=C2C(N1CCC1=CC=CC=C1)=O)=O